ClC=1C(=CC2=C(NC(CO2)=O)C1)SC 6-chloro-7-(methylthio)-2,4-dihydro-1,4-benzoxazin-3-one